N-{[1,1'-biphenyl]-4-yl}-N-[4-(6,8-di-tert-butyl-9,9-diphenyl-9H-fluoren-4-yl)phenyl]-9,9-dimethyl-9H-fluorene-2-amine C1(=CC=C(C=C1)N(C1=CC=2C(C3=CC=CC=C3C2C=C1)(C)C)C1=CC=C(C=C1)C1=CC=CC=2C(C3=C(C=C(C=C3C12)C(C)(C)C)C(C)(C)C)(C1=CC=CC=C1)C1=CC=CC=C1)C1=CC=CC=C1